2-amino-1-(2-(4-fluorophenyl)-3-(imidazo[1,2-a]pyridin-8-ylamino)-8,8-dimethyl-5,6-dihydroimidazo[1,2-a]pyrazin-7(8H)-yl)ethan-1-one NCC(=O)N1C(C=2N(CC1)C(=C(N2)C2=CC=C(C=C2)F)NC=2C=1N(C=CC2)C=CN1)(C)C